NC1=CC(=C(C=C1)C1=CC=CC=C1)N 1,3-diamino-4-phenylbenzene